Cl.NC(C)C=1C=C(N)C=C(C1)C(F)(F)F 3-(1-aminoethyl)-5-(trifluoromethyl)aniline hydrochloride